N-(4-((2-Methoxy-4-(1-(tetrahydro-2H-pyran-4-yl)-1H-pyrazol-4-yl)phenyl)amino)-5-oxo-5,6-dihydro-1,6-naphthyridin-2-yl)cyclopropanecarboxamide Trifluoroacetic Acid Salt FC(C(=O)O)(F)F.COC1=C(C=CC(=C1)C=1C=NN(C1)C1CCOCC1)NC1=CC(=NC=2C=CNC(C12)=O)NC(=O)C1CC1